5-[(2S,4S)-4-[2-cyano-4-(trifluoromethyl)phenoxy]-2-ethylpiperidin-1-yl]-2'-ethoxy-N-[(3R)-1-methylpyrrolidin-3-yl]-[2,3'-bipyridine]-6-carboxamide C(#N)C1=C(O[C@@H]2C[C@@H](N(CC2)C=2C=CC(=NC2C(=O)N[C@H]2CN(CC2)C)C=2C(=NC=CC2)OCC)CC)C=CC(=C1)C(F)(F)F